2-(3-methyl-1H-pyrazol-4-yl)thiazole-4-carboxamide formate C(=O)O.CC1=NNC=C1C=1SC=C(N1)C(=O)N